N-((cyclohexylmethyl)aminomethylthio)carbamic acid ethyl ester C(C)OC(NSCNCC1CCCCC1)=O